FC(N1N=CC(=C1)C=1C=CC=C(C1)O)(F)F 5-(1-(trifluoromethyl)-1H-pyrazol-4-yl)phenol